2-(3,4-difluorophenyl)-4-[[phenylmethylsulfonyl]oxy]-5-amino-3(2H)-furanone FC=1C=C(C=CC1F)C1OC(=C(C1=O)OS(=O)(=O)CC1=CC=CC=C1)N